(S)-1-(4-methoxyphenyl)-3-methyl-3-phenyl-2-pyrrolidone COC1=CC=C(C=C1)N1C([C@@](CC1)(C1=CC=CC=C1)C)=O